FC1=C(C(=CC(=C1)C(C(=O)OC)(C)C)F)C=1C=C(SC1)B(O)O (4-(2,6-difluoro-4-(1-methoxy-2-methyl-1-oxoprop-2-yl)phenyl)thiophen-2-yl)boronic acid